COC1=C(C=CC=C1)C1=CC=C(C(=N1)CO)N1C[C@H](CC1)OC1=NC=CC=C1C (S)-(6-(2-methoxyphenyl)-3-(3-(3-methylpyridin-2-yloxy)pyrrolidin-1-yl)pyridin-2-yl)methanol